Methyl (2R,4R)-4-azido-2-(hydroxymethyl)-5-phenylpentanoate N(=[N+]=[N-])[C@H](C[C@@H](C(=O)OC)CO)CC1=CC=CC=C1